C1(=CC=C(C=C1)C1=CN=C(N1)C1N(CCCC1)CCC(=O)O)C 2-(5-(p-tolyl)-1H-imidazol-2-yl)piperidinePropionic acid